BrC=1C=CC(=C(C1)C1CCNCC1)I 4-(5-bromo-2-iodophenyl)piperidine